FC1=C2C(=CNC2=CC(=C1C=1C(=NC(=CC1)N1CC2(COC2)C1)OC)F)C(=O)O 4,6-difluoro-5-(2-methoxy-6-(2-oxa-6-azaspiro[3.3]heptan-6-yl)pyridin-3-yl)-1H-indole-3-carboxylic acid